OC=1C(=CC(=C2C=CC=NC12)[N+](=O)[O-])C(NC(C(C)C)=O)C1=CC=C(C=C1)OC N-[(8-hydroxy-5-nitroquinolin-7-yl)(4-methoxyphenyl)methyl]isobutyramide